9-ethyl-9H-carbazole-3-carboxamide C(C)N1C2=CC=CC=C2C=2C=C(C=CC12)C(=O)N